C1(=CC=CC2=CC=C3C=C4C=CC=CC4=CC3=C12)NC1=CC=C(C2=CC=C(N)C=C2)C=C1 N'-tetraphenyl-benzidine